tert-butyl ((3S,6R)-6-((S)-1-(4-fluorophenyl)-1,2,3,4-tetrahydroisoquinoline-2-carbonyl)tetrahydro-2H-pyran-3-yl)carbamate FC1=CC=C(C=C1)[C@@H]1N(CCC2=CC=CC=C12)C(=O)[C@H]1CC[C@@H](CO1)NC(OC(C)(C)C)=O